FC=1C=CC(=NC1)C=1C(=C2N(N1)CC1C2C1)C1=C2C(=NC=C1)NN=C2 (Racemic)-2-(5-Fluoropyridin-2-yl)-3-(1H-pyrazolo[3,4-b]pyridin-4-yl)-3b,4,4a,5-tetrahydrocyclopropa[3,4]pyrrolo[1,2-b]pyrazole